(diphytanoyl)-sn-glycerol C(CC(C)CCCC(C)CCCC(C)CCCC(C)C)(=O)C([C@@H](C(O)C(CC(C)CCCC(C)CCCC(C)CCCC(C)C)=O)O)O